C(C)(=O)OCC1=C(C(=NC(=N1)SC)N1C[C@@H](N(CC1)C(=O)[O-])CC#N)N (S)-4-(6-(acetoxymethyl)-5-Amino-2-(methylthio)pyrimidin-4-yl)-2-(cyanomethyl)piperazine-1-carboxylate